ethyl 1-(2,2,2-trifluoroethyl)-1H-pyrazole-5-carboxylate FC(CN1N=CC=C1C(=O)OCC)(F)F